N-((5-(5-(difluoromethyl)-1,3,4-oxadiazol-2-yl)pyridin-2-yl)methyl)-4-fluoro-1-methyl-N-phenylpiperidine-4-carboxamide FC(C1=NN=C(O1)C=1C=CC(=NC1)CN(C(=O)C1(CCN(CC1)C)F)C1=CC=CC=C1)F